FC=1C=C(CC=2N(C=3C(=NC(=CC3)C=3C(=NOC3C)C)N2)C2CCC(CC2)OC)C=CC1F 4-(2-(3,4-difluorobenzyl)-1-((1r,4r)-4-methoxycyclohexyl)-1H-imidazo[4,5-b]pyridin-5-yl)-3,5-dimethylisoxazole